tetrahydrofuran-2-ylmethyl-({2-chloro-4-fluoro-5-[3-methyl-2,6-dioxo-4-(trifluoromethyl)-3,6-Dihydropyrimidin-1(2H)-yl]phenyl}sulfanyl)(cyclopropyl)acetate O1C(CCC1)COC(C(C1CC1)SC1=C(C=C(C(=C1)N1C(N(C(=CC1=O)C(F)(F)F)C)=O)F)Cl)=O